COC(=O)C=1C=2N(C=CC1C=1C=NN(C1C)CC13CC4CC(CC(C1)C4)C3)C(=CN2)Br 7-(1-(adamantan-1-ylmethyl)-5-methyl-1H-pyrazol-4-yl)-3-bromoimidazo[1,2-a]pyridine-8-carboxylic acid methyl ester